C(C1=CC=CC=C1)OC(=O)C1CC=CCC1 cyclohex-3-ene-1-carboxylic acid benzyl ester